C(C)(C)(C)OC(=O)NCCO[C@@H]([C@H](C(=O)O)C)CCCCCC (2R,3R)-3-(2-((tert-butoxycarbonyl)amino)ethoxy)-2-methylnonanoic acid